COC=1C=2C(N=C(C1)C1=CC(=C(C=C1)B1OC(C(O1)(C)C)(C)C)OCOC)=CN(N2)C 7-methoxy-5-(3-(methoxymethoxy)-4-(4,4,5,5-tetramethyl-1,3,2-dioxaborolan-2-yl)phenyl)-2-methyl-2H-pyrazolo[4,3-b]pyridine